C(N1N=NN=C1C(=NO)C1=CC=CC=C1)([2H])([2H])[2H] (1-methyl-d3-1H-1,2,3,4-tetrazol-5-yl)phenylmethanone oxime